hydroxymethyl-uridine OC[C@@]1([C@H](O)[C@H](O)[C@@H](CO)O1)N1C(=O)NC(=O)C=C1